C=1N=CN2C1C1=CC=CC=C1[C@H]2C2[C@H](CC2(C)C)O (S)-2-((R)-5H-imidazo[5,1-a]isoindol-5-yl)-3,3-dimethylcyclobutan-1-ol